diisopropylchlorobenzene CC(C)C1=C(C(=CC=C1)Cl)C(C)C